COC1=CC2=C(SC(=C2)C(=O)N(CCN2CCOCC2)CCC(=O)NC)C(=C1)C1=CN(C(C=C1)=O)C 5-methoxy-7-(1-methyl-6-oxo-1,6-dihydropyridin-3-yl)-N-(3-(methylamino)-3-oxopropyl)-N-(2-morpholinoethyl)benzo[b]thiophene-2-carboxamide